N-[2-(4-{[(3S,5R)-1-[2-(3-cyanophenyl)ethyl]-5-methylpyrrolidin-3-yl]methoxy}benzenesulfonyl)ethyl]-N-methylacetamide C(#N)C=1C=C(C=CC1)CCN1C[C@H](C[C@H]1C)COC1=CC=C(C=C1)S(=O)(=O)CCN(C(C)=O)C